[1-(pyridin-3-yl)azetidin-3-yl]acetic acid N1=CC(=CC=C1)N1CC(C1)CC(=O)O